C(C)(=O)NC1=C(C(=O)NC=2SC(=CN2)[N+](=O)[O-])C=CC=C1 2-acetamido-N-(5-nitrothiazol-2-yl)benzamide